3-(5-chloro-7-{[(furan-2-yl)methyl]amino}-3-methylthieno[3,2-b]pyridin-2-yl)-N,N-dimethyl-D-alaninamide dihydrochloride Cl.Cl.ClC1=CC(=C2C(=N1)C(=C(S2)C[C@@H](N)C(=O)N(C)C)C)NCC=2OC=CC2